N-(2-(pyrrolidin-1-yl)ethyl)piperidine N1(CCCC1)CCN1CCCCC1